(E)-N-((1-Benzylpiperidin-4-yl)methyl)-4-(3-(hydroxyamino)-3-oxoprop-1-en-1-yl)-2-methoxybenzamide C(C1=CC=CC=C1)N1CCC(CC1)CNC(C1=C(C=C(C=C1)\C=C\C(=O)NO)OC)=O